2-(benzyloxy)-6-((7-(benzyloxy)-6-(methoxy-d3)-3,4-dihydroisoquinolin-1-yl-3,3-d2) methyl)-3-methoxybenzyl acetate C(C)(=O)OCC1=C(C(=CC=C1CC1=NC(CC2=CC(=C(C=C12)OCC1=CC=CC=C1)OC([2H])([2H])[2H])([2H])[2H])OC)OCC1=CC=CC=C1